2-(cyclobutylamino)-4-((1R,3S)-3-hydroxycyclohexylamino)pyrimidine-5-carboxamide C1(CCC1)NC1=NC=C(C(=N1)N[C@H]1C[C@H](CCC1)O)C(=O)N